2-(4-amino-6-methyl-1H-pyrazolo[3,4-d]pyrimidin-1-yl)acetic acid NC1=C2C(=NC(=N1)C)N(N=C2)CC(=O)O